N1(CCCC1)CC(COC=1C=C(C=CC1)C)O (pyrrolidin-1-yl)-3-(m-tolyloxy)propan-2-ol